Bicyclo[1.1.1]pentane-1,3-dicarboxylic acid [6-fluoro-4-methoxy-7-(tetrahydro-pyran-4-yl)-thiazolo[4,5-c]pyridin-2-yl]-amide (2-hydroxyethyl)-methylamide OCCN(C(=O)C12CC(C1)(C2)C(=O)NC=2SC1=C(C(=NC(=C1C1CCOCC1)F)OC)N2)C